5-{5-[(cis-3-{4-[6-(trifluoromethyl)pyridin-3-yl]phenyl}cyclobutyl)oxy]pyrazin-2-yl}isoxazol-3-ol FC(C1=CC=C(C=N1)C1=CC=C(C=C1)[C@H]1C[C@H](C1)OC=1N=CC(=NC1)C1=CC(=NO1)O)(F)F